ClC1=CC(=NC(=C1)C=C)N1CCOCC1 4-(4-chloro-6-ethenylpyridin-2-yl)morpholine